C(C)C1(OC2=CC=C(C=C2C(C1)=O)C=1SC(=NN1)C1=CC2=C(N(N=N2)C(C)C)C=C1)CC 2,2-diethyl-6-(5-(1-isopropyl-1H-benzo[d][1,2,3]triazol-5-yl)-1,3,4-thiadiazol-2-yl)chroman-4-one